montanyl heptacosanoate C(CCCCCCCCCCCCCCCCCCCCCCCCCC)(=O)OCCCCCCCCCCCCCCCCCCCCCCCCCCCC